(R)-2-chloro-N-(5-chloro-6-(2H-1,2,3-triazol-2-yl)pyridin-3-yl)-8-(methoxymethyl)-8-(trifluoromethyl)-7,8-dihydro-6H-pyrazolo[1,5-a]pyrrolo[2,3-e]pyrimidine-6-carboxamide ClC1=NN2C(N=CC3=C2[C@@](CN3C(=O)NC=3C=NC(=C(C3)Cl)N3N=CC=N3)(C(F)(F)F)COC)=C1